4-chloro-N-cyclopropyl-2-fluoro-5-(1-{imidazo[1,2-a]pyridin-3-yl}-1H-pyrazol-4-yl)benzamide ClC1=CC(=C(C(=O)NC2CC2)C=C1C=1C=NN(C1)C1=CN=C2N1C=CC=C2)F